BrC1=C(C=C(C=C1)F)C(C(=O)N)C(OC)OC (2-bromo-5-fluorophenyl)-3,3-dimethoxypropanamide